(4-(2-ethoxyethoxy)phenyl)methanol C(C)OCCOC1=CC=C(C=C1)CO